bicyclo[2.2.1]heptane-2,3-dicarboxylic acid anhydride C12C3C(C(CC1)C2)C(=O)OC3=O